C(CCC)C1=CC=NC2=C3N=CC=C(C3=CC=C12)CCCC 4,7-dibutyl-1,10-phenanthroline